C1(=CC=C(C=C1)CC=1C(=C(SC1Cl)Cl)C(=O)O)C1=CC=CC=C1 4-([1,1'-biphenyl]-4-ylmethyl)-2,5-dichlorothiophene-3-carboxylic acid